2,2,4-trimethylcyclobutan-1-one CC1(C(C(C1)C)=O)C